The molecule is a tetrahydroxyflavanone that is flavanone substituted by hydroxy groups at positions 5, 7, 3' and 5' respectively. It has been isolated from Cyperus teneriffae. It has a role as a plant metabolite. It derives from a flavanone. C1C(OC2=CC(=CC(=C2C1=O)O)O)C3=CC(=CC(=C3)O)O